5-chloro-4-(4'-fluoro-[1,1'-biphenyl]-3-yl)pyrimidin ClC=1C(=NC=NC1)C=1C=C(C=CC1)C1=CC=C(C=C1)F